2-((8,8-Dimethyl-1-oxaspiro[4.5]dec-2-yl)oxy)cyclohexane-1-ol CC1(CCC2(CCC(O2)OC2C(CCCC2)O)CC1)C